N-(3-((5-((dimethylamino)methyl)-2-((3-fluoro-4-(4-methylpiperazin-1-yl)phenyl)amino)-7H-pyrrolo[2,3-d]pyrimidin-4-yl)oxy)phenyl)acrylamide CN(C)CC1=CNC=2N=C(N=C(C21)OC=2C=C(C=CC2)NC(C=C)=O)NC2=CC(=C(C=C2)N2CCN(CC2)C)F